tert-butyl (S)-(1-cyclopropyl-2-(methoxy(methyl)amino)-2-oxoethyl)carbamate C1(CC1)[C@@H](C(=O)N(C)OC)NC(OC(C)(C)C)=O